3-((5-chloro-2-((2-(difluorometh-oxy)-4-(4-(4-isopropylpiperazin-1-yl)piperidin-1-yl)phenyl)amino)-pyrimidin-4-yl)amino)thiophene-2-carboxamide ClC=1C(=NC(=NC1)NC1=C(C=C(C=C1)N1CCC(CC1)N1CCN(CC1)C(C)C)OC(F)F)NC1=C(SC=C1)C(=O)N